2,7-bis(2,3,6,7-tetramethoxy-9H-carbazol-9-yl)-4,5-dihydrophenanthrene-9,10-dione COC1=CC=2N(C3=CC(=C(C=C3C2C=C1OC)OC)OC)C=1C=C2C(C(C3=CC(=CCC3=C2CC1)N1C2=CC(=C(C=C2C=2C=C(C(=CC12)OC)OC)OC)OC)=O)=O